N-((2S,3S)-4,4-difluoro-3-hydroxy-1-(hydroxyamino)-3-methyl-1-oxobutan-2-yl)-4-((4-(methyl-sulfonyl)phenyl)ethynyl)-benzamide FC([C@@]([C@@H](C(=O)NO)NC(C1=CC=C(C=C1)C#CC1=CC=C(C=C1)S(=O)(=O)C)=O)(C)O)F